6-(3-(1-Isopropyl-3-(trifluoromethyl)-1H-pyrazol-5-yl)cyclopentyl)-2-thia-6-azaspiro[3.4]octane 2,2-dioxide C(C)(C)N1N=C(C=C1C1CC(CC1)N1CC2(CS(C2)(=O)=O)CC1)C(F)(F)F